C1(=CC(=CC=C1)C(=O)Cl)C(=O)Cl 1,3-benzenedicarbonyl chloride